ClC=1N=C(N(C1)C)C1CCC(CC1)C(C)N 1-(4-(4-chloro-1-methyl-1H-imidazol-2-yl)cyclohexyl)ethan-1-amine